CON(C(CC[C@H]1CN(CCO1)C(=O)OC(C)(C)C)=O)C (S)-tert-butyl 2-(3-(methoxy(methyl)amino)-3-oxopropyl)morpholine-4-carboxylate